(S)-1-(1-(3-chlorophenyl)-2-hydroxyethyl)-4-(3-(1-methyl-1H-pyrazol-4-yl)-1H-indazol-5-yl)pyridin-2(1H)-one ClC=1C=C(C=CC1)[C@@H](CO)N1C(C=C(C=C1)C=1C=C2C(=NNC2=CC1)C=1C=NN(C1)C)=O